(4R)-1'-(1-Benzyl-1H-pyrazole-4-carbonyl)-6-chloro-5'-cyclopropyl-5-fluorospiro[benzo[d][1,3]oxazine-4,3'-piperidin]-2(1H)-one C(C1=CC=CC=C1)N1N=CC(=C1)C(=O)N1C[C@@]2(CC(C1)C1CC1)C1=C(NC(O2)=O)C=CC(=C1F)Cl